t-hexyltris(t-butoxy)tin C(C)(C)(CCC)[Sn](OC(C)(C)C)(OC(C)(C)C)OC(C)(C)C